2-((3-cyano-4,6-bis(trifluoromethyl)pyridin-2-yl)-amino)-N-(1H-indol-5-yl)-N-methylacetamide C(#N)C=1C(=NC(=CC1C(F)(F)F)C(F)(F)F)NCC(=O)N(C)C=1C=C2C=CNC2=CC1